methyl 6-(3,6-dihydro-2H-pyran-4-yl)-1-methyl-indole-3-carboxylate O1CCC(=CC1)C1=CC=C2C(=CN(C2=C1)C)C(=O)OC